(R)-1-(3-chloro-2'-hydroxy-5'-methyl-3'-(2-(3-methylpiperazin-1-yl)pyridin-4-yl)-[1,1'-biphenyl]-4-yl)-3-methyl-1H-imidazol-2(3H)-one ClC=1C=C(C=CC1N1C(N(C=C1)C)=O)C1=C(C(=CC(=C1)C)C1=CC(=NC=C1)N1C[C@H](NCC1)C)O